FC[C@H]1CN(CCN1C)C(=O)OC(C)(C)C tert-butyl (R)-3-(fluoromethyl)-4-methylpiperazine-1-carboxylate